ClC=1C=C(C=CC1F)NC(N(CC1=NN=C2N1CCOCC2)C2=CC(=NC=C2)OC)=O (3-chloro-4-fluorophenyl)-1-(2-methoxypyridin-4-yl)-1-((5,6,8,9-tetrahydro-[1,2,4]triazolo[4,3-d][1,4]oxazepin-3-yl)methyl)urea